ClCC=1SC(=C(N1)C)CSC=1C=C2C=CC=NC2=C(C1)OCC1=CC=C(C=C1)OC 2-(chloromethyl)-5-(((8-((4-methoxybenzyl)oxy)quinolin-6-yl)thio)methyl)-4-methylthiazole